cis-benzyl methyl(2-methylpiperidin-4-yl)carbamate CN(C(OCC1=CC=CC=C1)=O)[C@@H]1C[C@@H](NCC1)C